N1=CN=C(C2=C1NC=C2)N2CC1=C(CC2)N=CS1 4,5,6,7-tetrahydro-5-(7H-pyrrolo[2,3-d]pyrimidin-4-yl)-thiazolo[5,4-c]pyridine